COC=C(C)C=1C=C(C=CC1)C(C(=O)O)(C)C (3-(1-methoxyprop-1-en-2-yl)phenyl)-2-methylpropanoic acid